N1N=CC2=C(C=CC=C12)C1N(CCC12C(NC1=C(O2)N=CC=C1)=O)C#N (1H-Indazol-4-yl)-2-oxo-1,2-dihydrospiro[pyrido[2,3-b][1,4]oxazine-3,3'-pyrrolidine]-1'-carbonitrile